ClC1=NC=C2N(C(N(C2=N1)C1(CCCCC1)C#N)=O)C trans-(2-chloro-7-methyl-8-oxo-7,8-dihydro-9H-purin-9-yl)cyclohexane-1-carbonitrile